N-(1,1'-biphenyl-4-yl)-N-(3,3'',5,5''-tetra-t-butyl-1,1':3',1''-terphenyl-5'-yl)-9,9-dimethyl-9H-fluorene-2-amine C1(=CC=C(C=C1)N(C1=CC=2C(C3=CC=CC=C3C2C=C1)(C)C)C=1C=C(C=C(C1)C1=CC(=CC(=C1)C(C)(C)C)C(C)(C)C)C1=CC(=CC(=C1)C(C)(C)C)C(C)(C)C)C1=CC=CC=C1